CSC=1N=CC2=C(N1)N=C(C=C2C#C[Si](C(C)C)(C(C)C)C(C)C)NC(C2=CC=CC=C2)=O N-[2-(methylsulfanyl)-5-[2-(triisopropylsilyl)ethynyl]pyrido[2,3-d]pyrimidin-7-yl]benzamide